CC1(CCC(CC1)NC(=O)[C@@H]1N[C@H]([C@@]([C@H]1C1=C(C=CC=C1)Cl)(C1=C(C=CC(=C1)Cl)F)CN)CC(C)(C)C)C(=O)O methyl-(1S,4s)-4-((2R,3S,4S,5S)-4-(aminomethyl)-4-(5-chloro-2-fluorophenyl)-3-(2-Chlorophenyl)-5-neopentylpyrrolidine-2-carboxamido)cyclohexane-1-carboxylic acid